propanate C(CC)(=O)[O-]